1-aminocyclobutyl-methoxide NC1(CCC1)C[O-]